FC1=C(COCC2=C(N)C=C(C=C2)C)C=CC(=C1)F 2-(((2,4-difluorobenzyl)oxy)methyl)-5-methylaniline